C(=O)O.C(C1=CC=CC=C1)OC1=NC(=CC=C1C1=CC=C(C=C1)Br)OCC1=CC=CC=C1 2,6-dibenzyloxy-3-(4-bromophenyl)pyridine formic acid salt